C1(CC1)C=1C=C(C=CC1)C(C)N 1-(3-cyclopropylphenyl)ethylamine